C(#N)C=1C=CC(=NC1)C1(CCN(CC1)C(=O)C=1C=CC(=C(C1)NC(=O)NC1CCOCC1)C)F 1-(5-(4-(5-cyanopyridin-2-yl)-4-fluoropiperidine-1-carbonyl)-2-methylphenyl)-3-(tetrahydro-2H-pyran-4-yl)urea